C1CCC(CC1)(C=O)C=O Cyclohexanedial